4-{8-[(2-cyano-2-methylideneethyl)amino]-7-methoxynaphthalen-2-yl}-N-[(3R)-1-methylpiperidin-3-yl]pyrimidine-2-carboxamide C(#N)C(CNC=1C(=CC=C2C=CC(=CC12)C1=NC(=NC=C1)C(=O)N[C@H]1CN(CCC1)C)OC)=C